2,2-bis(3-trifluoromethyl-4-hydroxyphenyl)ethane FC(C=1C=C(C=CC1O)C(C)C1=CC(=C(C=C1)O)C(F)(F)F)(F)F